BrC1=CN(C2=NC(=CN=C21)N2C1CC(CC2CCC1)NC(OC(C)(C)C)=O)COCC[Si](C)(C)C tert-butyl N-[9-(7-bromo-5-{[2-(trimethylsilyl) ethoxy]methyl}-5H-pyrrolo[2,3-b]pyrazin-3-yl)-9-azabicyclo[3.3.1]nonan-3-yl]carbamate